[2H]C(N1C2=C(OC[C@@H](C1=O)NC(OC(C)(C)C)=O)C=CC=N2)([2H])[2H] (S)-tert-butyl (5-trideuteriomethyl-4-oxo-2,3,4,5-tetrahydropyrido[3,2-b][1,4]oxazepin-3-yl)carbamate